N'-[(2S,3R)-4,4-difluoro-2-{[2-fluoro-3-(3-fluoro-6-methylpyridin-2-yl)phenyl]methyl}-1-(1-hydroxycyclobutane-1-carbonyl)pyrrolidin-3-yl]-N,N-dimethylsulfuric diamide FC1([C@@H]([C@@H](N(C1)C(=O)C1(CCC1)O)CC1=C(C(=CC=C1)C1=NC(=CC=C1F)C)F)NS(N(C)C)(=O)=O)F